N-cyclopentyl-3-(cyclopentylmethyl)-N-((1-ethyl-1,2,3,4-tetrahydroquinolin-6-yl)methyl)benzenesulfonamide C1(CCCC1)N(S(=O)(=O)C1=CC(=CC=C1)CC1CCCC1)CC=1C=C2CCCN(C2=CC1)CC